N-(3-bromobenzyl)pyridin-2-amine BrC=1C=C(CNC2=NC=CC=C2)C=CC1